COC(C[C@H]1C([C@H]1CC(CCC(C)=O)=O)(C)C)OC 1-((1S,3R)-3-(2,2-Dimethoxyethyl)-2,2-dimethylcyclopropyl)hexane-2,5-dione